4-propyl-cyclohexanecarboxylic acid C(CC)C1CCC(CC1)C(=O)O